C(C)(C)C1=CC(=NN1)NC1=NC(=CN=C1)OC1CCN(CC1)C N-(5-isopropyl-1H-pyrazol-3-yl)-6-((1-methylpiperidin-4-yl)oxy)pyrazin-2-amine